ClC(C=1OC(C(N1)CO)C1=CC=C(C=C1)S(=O)(=O)C)Cl 2-dichloromethyl-4,5-dihydro-5-[4-(methylsulfonyl)phenyl]-4-oxazolemethanol